FC=1C=C(CN2N=C3N(CCCC3)C2=O)C=CC1OC(F)(F)F (5RS)-2-[3-Fluoro-4-(trifluoromethoxy)benzyl]-3-oxo-2,3,5,6,7,8-hexahydro[1,2,4]triazolo[4,3-a]pyridin